FC1(CCC(CC1)C1=C(N=NN1CCC(F)F)C)F 4,4-difluorocyclohexyl-(methyl)-1-(3,3-difluoropropyl)-1H-1,2,3-triazole